COC1=CC=C(C=C1)N(C(=O)C=1N=CC=2N(C1)C=CN2)C N-(4-methoxyphenyl)-N-methyl-imidazo[1,2-a]pyrazine-6-carboxamide